5-methanesulfonyl-thiophene-2-carboxylic acid CS(=O)(=O)C1=CC=C(S1)C(=O)O